2-(Phenylmethylamino)-5,5-difluoro-4,4-dimethylpentanoic acid C1(=CC=CC=C1)CNC(C(=O)O)CC(C(F)F)(C)C